2-(4-(tert-butyl)phenyl)-N-(2-(dimethylamino)ethyl)-5-phenylOxazole-4-carboxamide C(C)(C)(C)C1=CC=C(C=C1)C=1OC(=C(N1)C(=O)NCCN(C)C)C1=CC=CC=C1